ClC1=CC=CN2C1=NC(=CC2=O)NC=2C=CC1=C(CC(O1)(F)F)C2 9-chloro-2-((2,2-difluoro-2,3-dihydrobenzofuran-5-yl)amino)-4H-pyrido[1,2-a]pyrimidin-4-one